N-hydroxymethyl-3,4-dimethylpyrazole OCN1N=C(C(=C1)C)C